2-chloro-1-(1-cyclobutyl-4-(4-fluorobenzyl)-8,8-dimethyl-7,8-dihydro-6H-imidazo[1,5-a]pyrrolo[2,3-e]pyridin-6-yl)ethan-1-one ClCC(=O)N1CC(C2=C1C=C(C=1N2C(=NC1)C1CCC1)CC1=CC=C(C=C1)F)(C)C